N-[(3S,4R)-1-ethyl-3-fluoropiperidin-4-yl]-2-{3-[(4-methanesulfonyl-2-methoxyphenyl)amino]prop-1-yn-1-yl}-1-(2,2,2-trifluoroethyl)-1H-indol-4-amine C(C)N1C[C@@H]([C@@H](CC1)NC=1C=2C=C(N(C2C=CC1)CC(F)(F)F)C#CCNC1=C(C=C(C=C1)S(=O)(=O)C)OC)F